ClC=1C=C(C#N)C=C(C1)OC1=C(N=CN(C1=O)CC1=NNC(C(=C1)C=1C(=NC=CC1)F)=O)C(F)(F)F 3-chloro-5-((1-((5-(2-fluoropyridin-3-yl)-6-oxo-1,6-dihydropyridazin-3-yl)methyl)-6-oxo-4-(trifluoromethyl)-1,6-dihydropyrimidin-5-yl)oxy)benzonitrile